C(C1=CC=CC=C1)S(=O)(=O)[O-].C(C(C)C)[P+](C)(CC(C)C)CC(C)C triisobutyl-(methyl)-phosphonium toluenesulfonate